NC1=CC=CC(=N1)S(=O)(=O)NC(=O)C=1C(=NC(=CC1)C=1C=NN(C1)CCC)OC1=C(C=C(C=C1C)C)C N-[(6-Amino-2-pyridyl)sulfonyl]-6-(1-propylpyrazol-4-yl)-2-(2,4,6-trimethylphenoxy)pyridin-3-carboxamid